N[C@H](C(=O)OCC)CC(C(NCCC1=CC=CC=C1)=O)C Ethyl (2S)-2-amino-4-methyl-5-oxo-5-(phenethylamino)pentanoate